6-[2-benzotriazolyl]-4-tert-octyl-6'-tert-butyl-4'-methyl-2,2'-methylenebisphenol N=1N(N=C2C1C=CC=C2)C2=CC(=CC(=C2O)CC2=C(C(=CC(=C2)C)C(C)(C)C)O)C(C)(C)CC(C)(C)C